ethyl 5-(N-(4-chloro-2-((((4-methylthiophene-2-yl) methyl) amino) methyl) phenyl)-N-ethylsulfamoyl)-3-methylbenzofuran-2-carboxylate ClC1=CC(=C(C=C1)N(S(=O)(=O)C=1C=CC2=C(C(=C(O2)C(=O)OCC)C)C1)CC)CNCC=1SC=C(C1)C